BrC1=C(C=C(C(=O)N2CC=3N(CC2)C(N(C3C(=O)N[C@H]3CCC2=CC=CC=C32)C3=CC=C(C=C3)OC)=O)C=C1)Cl |r| 7-(4-bromo-3-chloro-benzoyl)-2-(4-methoxyphenyl)-3-oxo-N-[rac-(1S)-indan-1-yl]-6,8-dihydro-5H-imidazo[1,5-a]pyrazine-1-carboxamide